OC1=C(C(OC2=C(C(=CC=C12)O)O)=O)C(CC1=CC=CC=C1)C=1C(OC2=C(C(=CC=C2C1O)O)O)=O 4,7,8-Trihydroxy-3-[2-phenyl-1-(4,7,8-trihydroxy-2-oxochromen-3-yl)ethyl]-2H-chromen-2-one